C(C)(=O)O[C@@H]1[C@@](SC(C1)N1C(N=C(C(=C1)F)NC(C)=O)=O)(C#C)COC(C)=O (2R,3S)-5-(4-acetamido-5-fluoro-2-oxopyrimidin-1(2H)-yl)-2-(acetoxymethyl)-2-ethynyltetrahydrothiophen-3-yl acetate